3-[5-bromo-2-(8-chloro-4-oxo-chromen-2-yl)-4-methyl-phenoxy]propanoic acid BrC=1C(=CC(=C(OCCC(=O)O)C1)C=1OC2=C(C=CC=C2C(C1)=O)Cl)C